O=C(COCC(=O)O)NCCOCCOCCN 3,9,12-trioxa-6,15-diaza-5-oxo-pentadecanoic acid